O.[Y] yttrium water